COC1=C(C=C2C(=NC=NC2=C1)C1=CC(=NN1C1=CC=CC=C1)C(F)(F)F)NC(=O)C1CC1 N-(7-methoxy-4-(1-phenyl-3-(trifluoromethyl)-1H-pyrazol-5-yl)quinazolin-6-yl)cyclopropanecarboxamide